(trans)-3-[6-(2-{5-chloro-2-oxo-1,2-dihydrospiro[indole-3,4'-piperidin]-1'-yl}ethoxy)-2-oxo-1,2,3,4-tetrahydro-1,8-naphthyridin-1-yl]cyclobutyl acetate C(C)(=O)O[C@@H]1C[C@H](C1)N1C(CCC2=CC(=CN=C12)OCCN1CCC2(CC1)C(NC1=CC=C(C=C12)Cl)=O)=O